2-(4-cyclopropyl-2,6-dimethylphenyl)-6-ethoxy-2,5-dihydro-4H-pyrazolo[3,4-d]pyrimidin-4-one C1(CC1)C1=CC(=C(C(=C1)C)N1N=C2N=C(NC(C2=C1)=O)OCC)C